N-(4-([1,2,4]triazolo[1,5-c]pyrimidin-7-yloxy)-3-methylphenyl)-5-(7,7-difluoro-5-methyl-2,5-diazaspiro[3.4]octan-2-yl)-6-methoxyquinazolin-4-amine N=1C=NN2C=NC(=CC21)OC2=C(C=C(C=C2)NC2=NC=NC1=CC=C(C(=C21)N2CC1(C2)N(CC(C1)(F)F)C)OC)C